FC(S(=O)(=O)O[Si](C1=C(C(=C(C1C)C)C)C)(C)C)(F)F [dimethyl-(2,3,4,5-tetramethylcyclopentadien-1-yl)silyl] trifluoromethanesulfonate